N1N=C(C=C1)C=O 1H-PYRAZOLE-3-CARBOXALDEHYDE